F[C@H]1CN(CC[C@H]1OC)C1=NC(=NC=N1)NC=1N=CC2=C(N=CC(=C2C1)C(C)C)N1[C@H]([C@@H](C1)CS(=O)(=O)C)C N-(4-((3S,4R)-3-fluoro-4-methoxypiperidin-1-yl)-1,3,5-triazin-2-yl)-5-isopropyl-8-((2S,3R)-2-methyl-3-((methanesulfonyl)methyl)azetidin-1-yl)-2,7-naphthyridin-3-amine